3-(6-(1-((tert-butyldimethylsilyl)oxy)but-3-en-1-yl)-4-methylpyridin-3-yl)-7-chloro-1,6-naphthyridine [Si](C)(C)(C(C)(C)C)OC(CC=C)C1=CC(=C(C=N1)C=1C=NC2=CC(=NC=C2C1)Cl)C